C(C)(C)(C)C1NCC=2N(N=C(C21)C)C2=C(C=CC=C2)C(C)C tert-butyl-1-(2-isopropylphenyl)-3-methyl-4,6-dihydropyrrolo[3,4-c]pyrazole